2-Amino-N-[4-fluoro-5-[(4-methoxyphenyl)carbamoyl]-2-methylphenyl]-1,3-thiazole-5-carboxamide NC=1SC(=CN1)C(=O)NC1=C(C=C(C(=C1)C(NC1=CC=C(C=C1)OC)=O)F)C